2-(4-(dibenzo[b,d]furan-3-yl)naphthalen-1-yl)-4,4,5,5-tetramethyl-1,3,2-dioxaborolane C1=CC(=CC=2OC3=C(C21)C=CC=C3)C3=CC=C(C2=CC=CC=C32)B3OC(C(O3)(C)C)(C)C